ClC=1C(=C(C=CC1)NC(=S)C=1C(NCCC1NCC1=C(C=NC=C1)OCC1CN(CCO1)C)=O)OC N-(3-chloro-2-methoxyphenyl)-4-[({3-[(4-methylmorpholin-2-yl)methoxy]pyridin-4-yl}methyl)amino]-2-oxo-1,2,5,6-tetrahydropyridine-3-carbothioamide